ClC1=NC=CC(=C1C#N)NC1=C(C=C(C=C1)O)C 2-chloro-4-(4-hydroxy-2-methylanilino)pyridine-3-carbonitrile